3-(8-(1,3-Dioxolane-2-yl)octyl)docosa-13,16-dienoic acid ethyl ester C(C)OC(CC(CCCCCCCCCC=CCC=CCCCCC)CCCCCCCCC1OCCO1)=O